N-(benzo[d]thiazol-6-yl)-4-((8-methyl-2,3-dihydro-1H-pyrido[2,3-b][1,4]oxazin-7-yl)amino)-2-oxo-1,2-dihydropyridine-3-carboxamide S1C=NC2=C1C=C(C=C2)NC(=O)C=2C(NC=CC2NC2=C(C1=C(OCCN1)N=C2)C)=O